ClC=1C=C(C=CC1)C1=NC(=CC=C1C(C)O)N1C=NC2=C1C=C(C(=C2)OC)OC 1-(2-(3-chlorophenyl)-6-(5,6-dimethoxy-1H-benzo[d]imidazol-1-yl)pyridin-3-yl)ethan-1-ol